8-Methyl-N-[2-(4-methylpiperazin-1-yl)ethyl]-2-(pyridin-2-ylmethyl)-4,5-dihydro-2H-furo[2,3-g]indazol-7-carboxamid CC1=C(OC=2CCC3=CN(N=C3C21)CC2=NC=CC=C2)C(=O)NCCN2CCN(CC2)C